C1(=CC=CC2=CC=CC=C12)[C@H](C)P(O)(O)=O (S)-(1-(naphthalene-1-yl)ethyl)phosphonic acid